2-(2,6-diethylphenyl)-5-(3-fluoro-5-(trifluoromethyl)pyridin-2-yl)-3-(5-fluoro-7-methyl-1H-indol-4-yl)-4,5,6,7-tetrahydro-2H-pyrazolo[4,3-c]pyridine C(C)C1=C(C(=CC=C1)CC)N1N=C2C(CN(CC2)C2=NC=C(C=C2F)C(F)(F)F)=C1C1=C2C=CNC2=C(C=C1F)C